BrC1=C(C=CC=C1)N1CCN(CC1)C1=C(C=CC=C1)SC1=C(C=C(C=C1)C)C 1-(2-bromophenyl)-4-(2-((2,4-dimethylphenyl)thio)phenyl)piperazine